CC1=C2C(=CC=3C=4C(=CC=CC4N(C13)C)O)C=NC=C2 5,6-dimethyl-6H-pyrido[4,3-b]carbazol-10-ol